N-((CIS)-1-(1-methyl-1H-1,2,3-triazol-4-yl)-2-((((CIS)-4-phenylcyclohexyl)oxy)methyl)pyrrolidin-3-yl)methanesulfonamide CN1N=NC(=C1)N1[C@H]([C@H](CC1)NS(=O)(=O)C)CO[C@@H]1CC[C@@H](CC1)C1=CC=CC=C1